3-(3-chloro-5-fluoro-4-hydroxybenzamido)-N-(3,3-dimethylbutyl)thiophene-2-carboxamide ClC=1C=C(C(=O)NC2=C(SC=C2)C(=O)NCCC(C)(C)C)C=C(C1O)F